tert-butyl 4-(2-(1-(3-(2,6-bis(benzyloxy)pyridin-3-yl)-1-methyl-1H-indazol-7-yl)piperidin-4-yl)propan-2-yl)piperazine-1-carboxylate C(C1=CC=CC=C1)OC1=NC(=CC=C1C1=NN(C2=C(C=CC=C12)N1CCC(CC1)C(C)(C)N1CCN(CC1)C(=O)OC(C)(C)C)C)OCC1=CC=CC=C1